C(#N)C1=C(C=C(C=C1)N1[C@H](O[C@@H](C1)C(=O)NC1=CC=C(C=C1)NC(OC)=O)C(F)(F)F)C(F)(F)F methyl (4-((2R,5S)-3-(4-cyano-3-(trifluoromethyl)phenyl)-2-(trifluoromethyl)oxazolidine-5-carboxamido)phenyl)carbamate